2-methyl-5-[2-(piperidin-4-yl)[1,3]thiazolo[4,5-c]pyridin-6-yl]-2H-indazole-7-carbonitrile hydrochloride Cl.CN1N=C2C(=CC(=CC2=C1)C1=CC2=C(C=N1)N=C(S2)C2CCNCC2)C#N